C(C(C)C)(=O)N1[C@H](CN(CC1)CC1=CC=2N(C=C1)N=CC2N2C(NC(CC2)=O)=O)C (S)-1-(5-((4-isobutyryl-3-methylpiperazin-1-yl)methyl)pyrazolo[1,5-a]pyridin-3-yl)dihydropyrimidine-2,4(1H,3H)-dione